CC1=C(C(=CC=C1)C)C1=CC=NC2=CC(=CC=C12)O[C@@H](C(=O)N1C[C@H](CCC1)CC(=O)O)C 2-[(3R)-1-[(2R)-2-[[4-(2,6-dimethylphenyl)-7-quinolyl]oxy]propanoyl]-3-piperidyl]acetic acid